1-[3-acetyl-6-[5-(isoxazol-3-ylamino)benzimidazol-1-yl]-2-pyridyl]-5-methyl-pyrazole-3-carbonitrile C(C)(=O)C=1C(=NC(=CC1)N1C=NC2=C1C=CC(=C2)NC2=NOC=C2)N2N=C(C=C2C)C#N